1-ethylmethylamino-3,3-bis(dimethylsiloxy)-1,1,5,5-tetramethyltrisiloxane C(C)CN[Si](O[Si](O[SiH](C)C)(O[SiH](C)C)O[SiH](C)C)(C)C